C1=CC(=CC=C1N)[N+](=O)[O-] p-Nitroaniline